1,3-di-2-ethylhexyl imidazolium-2-carboxylate N1C(=[NH+]C=C1)C(=O)OC(CC(CCC)CC)CC